N[C@H](C(=O)N1[C@@H]([C@H]2[C@H]3[C@@H](C[C@@H]([C@H]2C1)C3)F)C(=O)O)C(C)(C)C (1S,3aR,4S,6R,7S,7aR)-2-((S)-2-amino-3,3-dimethylbutanoyl)-6-fluorooctahydro-1H-4,7-methanoisoindole-1-carboxylic acid